Cl.N1(N=CC=C1)C(=N)N pyrazole-1-carboxamidine hydrochloride